FC(C=1NC(=NN1)C1=CC=C(C=N1)N1CCNCC1)(F)F 4-(6-(5-(trifluoromethyl)-4H-1,2,4-triazol-3-yl)pyridin-3-yl)piperazine